N-[4-[4-[(2S)-2-(aminomethyl)morpholine-4-carbonyl]piperidine-1-carbonyl]-3-methyl-phenyl]-5-[4-(cyanomethoxy)-2,3-difluoro-phenyl]-1-methyl-imidazole-2-carboxamide NC[C@H]1CN(CCO1)C(=O)C1CCN(CC1)C(=O)C1=C(C=C(C=C1)NC(=O)C=1N(C(=CN1)C1=C(C(=C(C=C1)OCC#N)F)F)C)C